C(=C)OO[Si](CCCC)(CCCC)CCCC vinyl-tributyl-peroxysilane